Cl.FC1(OC2=C(O1)C=CC(=C2)/C=C/C(=O)N2CCNCC2)F (E)-3-(2,2-difluorobenzo[d][1,3]dioxol-5-yl)-1-(piperazin-1-yl)prop-2-en-1-one hydrochloride